tert-butyl 4-carbamoyl-4-(pyridin-4-ylmethyl)piperidine-1-carboxylate C(N)(=O)C1(CCN(CC1)C(=O)OC(C)(C)C)CC1=CC=NC=C1